(2,4-dimethyl-[1,3]dioxolan-2-yl)ethyl acetate C(C)(=O)OCCC1(OCC(O1)C)C